N1C=CC2=CC(=CC=C12)S(=O)(=O)N1C=C(C=C1)C(=O)NC1=CC=C(C=C1)C(C)C 1-((1H-indol-5-yl)sulfonyl)-N-(4-isopropylphenyl)-1H-pyrrole-3-carboxamide